OCC1CCN(CC1)C=1C=C2COC(C2=CC1)=O 5-(4-(hydroxymethyl)piperidin-1-yl)isobenzofuran-1(3H)-one